methyl (4-(1,1-dioxidothiomorpholino)-3,5-difluorophenyl)carbamate benzyl-(4-(1,1-dioxidothiomorpholino)-3,5-difluorophenyl)carbamate C(C1=CC=CC=C1)N(C(O)=O)C1=CC(=C(C(=C1)F)N1CCS(CC1)(=O)=O)F.O=S1(CCN(CC1)C1=C(C=C(C=C1F)NC(OC)=O)F)=O